(2S,4S)-4-fluoro-2-(hydroxymethyl)-pyrrolidine-1-carboxylic acid tert-butyl ester C(C)(C)(C)OC(=O)N1[C@@H](C[C@@H](C1)F)CO